FC1(CC(C1)COC1=C(C=CC(=C1F)F)[C@@H]1[C@@H](O[C@]([C@H]1C)(C(F)(F)F)C)C(=O)NC1=CC(=NC=C1)C(=O)N)F 4-[[(2R,3R,4S,5R)-3-[2-[(3,3-Difluorocyclobutyl)methoxy]-3,4-difluoro-phenyl]-4,5-dimethyl-5-(trifluoromethyl)tetrahydrofuran-2-carbonyl]amino]pyridin-2-carboxamid